BrC1=C(C=CC2=C1C[C@@](O2)(C2=CC=CC=C2)C(C)CC(C)(S(=O)N)C)Cl (1-((S)-4-bromo-5-chloro-2-phenyl-2,3-dihydrobenzofuran-2-yl)ethyl)-2-methylpropane-2-sulfinamide